ethyl N-benzyl-P-(4-(5-(chlorodifluoromethyl)-1,2,4-oxadiazol-3-yl)-2-fluorobenzyl)phosphonamidate C(C1=CC=CC=C1)NP(OCC)(=O)CC1=C(C=C(C=C1)C1=NOC(=N1)C(F)(F)Cl)F